tert-butyl (2R)-4-[1-[5-(difluoromethyl)-1,3,4-thiadiazol-2-yl]-6-fluorosulfonyl-3-methyl-2-oxo-benzimidazol-4-yl]-2-methyl-piperazine-1-carboxylate FC(C1=NN=C(S1)N1C(N(C2=C1C=C(C=C2N2C[C@H](N(CC2)C(=O)OC(C)(C)C)C)S(=O)(=O)F)C)=O)F